2'-((6-(Methylamino)pyrimidin-4-yl)amino)spiro[cyclohexane-1,4'-thieno[2,3-c]pyrrol]-6'(5'H)-one CNC1=CC(=NC=N1)NC1=CC2=C(C(NC23CCCCC3)=O)S1